C1(C(C=CC2=CC3=CC=CC=C3C=C12)=O)=O Anthrquinone